N(N)C(=O)OC(=O)N1CCCCC1 (hydrazinecarbonyl)piperidine-1-carboxylate